C1(=CC=CC=C1)C1=NC2=CC=C(C=C2C=C1)NS(=O)(=O)C N-(2-phenylquinoline-6-yl)methanesulfonamide